1-(3-iodophenyl)-trans-1-propene IC=1C=C(C=CC1)\C=C\C